ClC=1C(=NC(=NC1)N[C@H]1[C@@H](COCC1)O)C#C[Si](C(C)C)(C(C)C)C(C)C (3S,4R)-4-((5-chloro-4-((triisopropylsilyl)ethynyl)pyrimidin-2-yl)amino)tetrahydro-2H-pyran-3-ol